Aziridine-2-Carboxylate N1C(C1)C(=O)[O-]